rac-(3S,4S)-4-(6-oxo-1,6-dihydropyridin-2-yl)pyrrolidine-3-carbonitrile O=C1C=CC=C(N1)[C@H]1[C@@H](CNC1)C#N |r|